1-methyl-2,4,6-trioxo-hexahydro-pyrimidine CN1C(NC(CC1=O)=O)=O